4-[2-[3-[2-(6-chloro-2-pyridyl)ethoxymethyl]-5-methoxy-2-pyridyl]ethynyl]-N1-methyl-2,7-naphthyridine-1,6-diamine ClC1=CC=CC(=N1)CCOCC=1C(=NC=C(C1)OC)C#CC1=CN=C(C2=CN=C(C=C12)N)NC